C(C1CC(C(C(C1)CCC)N)CCC)C1CC(C(C(C1)CCC)N)CCC 4,4'-methylenebis(2,6-di(n-propyl)cyclohexylamine)